2-(methylsulfonyl)-N-(4-(3-phenylisoxazolidin-2-yl)-5-(trifluoromethyl)pyrimidin-2-yl)-1,2,3,4-Tetrahydroisoquinolin-6-amine CS(=O)(=O)N1CC2=CC=C(C=C2CC1)NC1=NC=C(C(=N1)N1OCCC1C1=CC=CC=C1)C(F)(F)F